C[C@@H]1C[C@@H](CN1CC=1C=C2C=CC(=NC2=CC1)C)OC=1C=C2CN(C(C2=CC1)=O)C1C(NC(CC1)=O)=O 3-(5-(((3S,5R)-5-Methyl-1-((2-methylquinolin-6-yl)methyl)pyrrolidin-3-yl)oxy)-1-oxoisoindolin-2-yl)piperidine-2,6-dione